2,3,6-trifluoro-5-(methylcarbamoyl)benzenesulfonyl chloride FC1=C(C(=C(C=C1F)C(NC)=O)F)S(=O)(=O)Cl